N1(CCCCC1)C1=C(C=C(C=C1)C(F)(F)F)NS(=O)(=O)C=1C=C(C(=O)O)C=CC1OC(F)(F)F 3-(N-(2-(piperidin-1-yl)-5-(trifluoromethyl)phenyl)sulfamoyl)-4-(trifluoromethoxy)benzoic acid